O=S1CCN(CC2=C1C=CC=C2)C2=NC1=CC=CC=C1C(=N2)N (1-oxido-2,3-dihydro-1,4-benzothiazepin-4(5H)-yl)quinazolin-4-amine